trans-2-(3',4'-dihydroxyphenyl)-3-allylamino-6-carboxy-1,4-benzodioxane OC=1C=C(C=CC1O)[C@H]1[C@@H](OC2=C(O1)C=CC(=C2)C(=O)O)NCC=C